CN1N=CC(=C1)C1=CC2=C(S[C@H](C(N2)=O)[C@@H](C2=CC=CC=C2)NCCC2=CC=C(C#N)C=C2)N=C1 |o1:11| 4-(2-(((R)-((S or R)-7-(1-methyl-1H-pyrazol-4-yl)-2-oxo-2,3-dihydro-1H-pyrido[2,3-b][1,4]thiazin-3-yl)(phenyl)methyl)amino)ethyl)benzonitrile